1-oxodihydro-isoindole-2-carboxylic acid tert-butyl ester C(C)(C)(C)OC(=O)N1C(C2=CC=CCC2C1)=O